OC1=C(C=C(CN)C=C1)OC 4-hydroxy-3-methoxybenzylamine